N,N-bis(4-methoxybenzyl)-2-((2-(trimethylsilyl)ethoxy)methyl)-2H-indazole-4-sulfonamide COC1=CC=C(CN(S(=O)(=O)C=2C3=CN(N=C3C=CC2)COCC[Si](C)(C)C)CC2=CC=C(C=C2)OC)C=C1